N-((1R,5S,6s)-3-oxabicyclo[3.1.0]hexan-6-yl)-5-(1-(2,2-difluoroethyl)-2-methyl-1H-imidazo[4,5-b]pyridin-6-yl)-4-methoxypyrrolo[2,1-f][1,2,4]triazin-2-amine [C@H]12COC[C@@H]2C1NC1=NN2C(C(=N1)OC)=C(C=C2)C=2C=C1C(=NC2)N=C(N1CC(F)F)C